methyl-(2S)-3-(1-bicyclo[1.1.1]pentanyl)-2-(tert-butoxycarbonylamino)propanoic acid C[C@@](C(=O)O)(CC12CC(C1)C2)NC(=O)OC(C)(C)C